5-(1,3-Oxazol-2-yl)-N-[(2S)-1-(1H-1,2,3-triazol-1-yl)propan-2-yl]Pyrazine-2-carboxamide O1C(=NC=C1)C=1N=CC(=NC1)C(=O)N[C@H](CN1N=NC=C1)C